3,5-dichlorobenzyl 4-(5-(2-(1H-1,2,3-triazol-5-yl)ethyl)-1,3,4-oxadiazol-2-yl)piperidine-1-carboxylate N1N=NC=C1CCC1=NN=C(O1)C1CCN(CC1)C(=O)OCC1=CC(=CC(=C1)Cl)Cl